2-(3-bromophenyl)benzo[de]chromene BrC=1C=C(C=CC1)C=1OC2=CC=CC=3C2=C(C1)C=CC3